C(C)[C@H]1[C@@H](C1)C1(C=C(C(N(C1)CC1=C2CCNC2=CC=C1)=O)C(=O)NC)C(=O)O 5-((trans)-2-ethylcyclopropyl)-1-(indolin-4-ylmethyl)-N3-methyl-2-oxo-1,2-dihydropyridine-3,5-dicarboxylic acid amide